C(C1=CC=CC=C1)OC1CN(CCC1(O)CNC1=NC=NC(=C1F)N(CC1=CC=C(C=C1)C(F)(F)F)CC)C(=O)OC(C)(C)C tert-Butyl 3-(benzyloxy)-4-(((6-(ethyl(4-(trifluoromethyl)benzyl)amino)-5-fluoropyrimidin-4-yl)amino)methyl)-4-hydroxypiperidine-1-carboxylate